C1(CC1)NC(=O)C=1C=C(C(=CC1)C)C1=CC=C(C=C1)C(=O)C1CNCC1 N-cyclopropyl-6-methyl-4'-(pyrrolidine-3-carbonyl)-[1,1'-biphenyl]-3-carboxamide